ClC=1C=C(C=CC1)C1N(CCN(C1)C(=O)C1=NN(C(=C1)N1CCOCC1)C(CC)=O)C(=O)N (3-chlorophenyl)-4-(5-morpholino-1-propionyl-1H-pyrazole-3-carbonyl)piperazine-1-carboxamide